C(C)(=O)C1=CC=C(OC2=C(C=C(C=C2)N)C=2C3=C(C(N(C2)C)=O)NC=C3)C=C1 4-(2-(4-acetylphenoxy)-5-aminophenyl)-6-methyl-1,6-dihydro-7H-pyrrolo[2,3-c]pyridin-7-one